P(=O)(O)(O)OC(C)(N(C)C)N(C)C bis-dimethylaminoethanol phosphate